CCCCC/C=C\\C(/C=C\\CCCCCCCC(=O)O)O The molecule is a HODE that is linoleic acid carrying a single hydroxy substituent at position 11. It is a HODE and a secondary allylic alcohol. It derives from a linoleic acid. It is a conjugate acid of a (9Z,12Z)-11-hydroxyoctadecadienoate.